β-ketoadipic acid O=C(CC(=O)O)CCC(=O)O